N-tertiary butyl-N-phenyl-difluoroacetamide C(C)(C)(C)N(C(C(F)F)=O)C1=CC=CC=C1